CC(COB(O)O)C (2-methylpropyl)boric acid